magnesium aluminum magnesium carbonate C([O-])([O-])=O.[Mg+2].[Al+3].[Mg+2]